ClC1=C(C#N)C=CC(=C1)N1CC2(C[C@H]1C)CCN(CC2)C2=CC=C(C=C2)C(=O)N2CCC(CC2)CN2CCN(CC2)C2=CC=C(C=C2)N[C@H]2C(NC(CC2)=O)=O 2-Chloro-4-((R)-8-(4-(4-((4-(4-(((R)-2,6-dioxo-piperidin-3-yl)amino)-phenyl)piperazin-1-yl)-methyl)piperidine-1-carbonyl)phenyl)-3-methyl-2,8-diazaspiro[4.5]decan-2-yl)benzonitrile